C(#N)C1=CC=C(C=C1)NC=1N=C(C2=C(N1)CCN(C2)C(=O)N2CCN(CC2)C)OC2=C(C=C(C#N)C=C2C)C 4-({2-[(4-Cyanophenyl)amino]-6-(4-methylpiperazine-1-carbonyl)-5H,6H,7H,8H-pyrido[4,3-d]pyrimidine-4-yl}oxy)-3,5-dimethylbenzonitrile